F\C(=C/C(=O)[O-])\C1=CC=CC=C1.C(C)(C)(C)C1=CC=C(C=C1)[I+]C1=CC=C(C=C1)C(C)(C)C bis(4-(tert-butyl)phenyl)iodonium (Z)-3-fluoro-3-phenylacrylate